Tert-butyl 2-(6-(hydroxymethyl) pyridin-3-yl)-1H-pyrrole-1-carboxylate OCC1=CC=C(C=N1)C=1N(C=CC1)C(=O)OC(C)(C)C